C1C(=O)[C@H]([C@H]([C@@H]([C@@]1(COP(=O)(O)O)O)O)O)O The molecule is a member of the class of cyclitols that is 2-epi-5-epi-valiolone carrying a phospho substituent at position 7. It has a role as a bacterial metabolite. It is a phosphate monoester, a cyclitol and an alicyclic ketone. It derives from a 2-epi-5-epi-valiolone. It is a conjugate acid of a 2-epi-5-epi-valiolone 7-phosphate(2-).